N-(3-thiomorpholinopropyl)-5-(4-(trifluoromethyl)phenyl)thieno[3,2-b]pyridin-7-amine S1CCN(CC1)CCCNC1=C2C(=NC(=C1)C1=CC=C(C=C1)C(F)(F)F)C=CS2